FC1=C(C=CC2=C1C1=C(SC(=C1)N1C[C@@H](CC1)F)C1=C(C2O)C=CC=C1)F 4,5-difluoro-2-((R)-3-fluoropyrrolidin-1-yl)-8H-dibenzo[3,4:6,7]cyclohepta[1,2-b]thiophen-8-ol